Cl.Cl.C1(CCC1)[C@H]1CN(C[C@H](N1)C)C=1N=NC(=CN1)C1=C(C=C(C=C1)N1N=CC=N1)O 2-{3-[(3S,5R)-3-cyclobutyl-5-methylpiperazin-1-yl]-1,2,4-triazin-6-yl}-5-(2H-1,2,3-triazol-2-yl)phenol dihydrochloride